(1S)-4-chloro-3-methyl-2,3-dihydrodispiro[indene-1,1'-cyclohexane-3',2''-[1,3]dioxolan]-3-ol ClC1=C2C(C[C@@]3(CC4(OCCO4)CCC3)C2=CC=C1)(O)C